(S)-1-(5-(3-cyano-6-ethoxypyrazolo[1,5-a]pyridin-4-yl)pyridin-2-yl)-4-methyl-N-(3-methylbutan-2-yl)piperidine-4-carboxamide C(#N)C=1C=NN2C1C(=CC(=C2)OCC)C=2C=CC(=NC2)N2CCC(CC2)(C(=O)N[C@@H](C)C(C)C)C